3-[2-[5-fluoro-2-[4-(1,2,3,4-tetrahydroisoquinolin-6-yl)thieno[2,3-d]pyridazin-7-yl]phenoxy]ethoxy]-1-(1-piperidyl)propan-1-one FC=1C=CC(=C(OCCOCCC(=O)N2CCCCC2)C1)C=1N=NC(=C2C1SC=C2)C=2C=C1CCNCC1=CC2